OC1(CS(C1)(=O)=O)C1=CC=C(C=C1)C=1C2=C(N=C(N1)N1[C@H](CC1)C)CCC2 (S)-3-hydroxy-3-(4-(2-(2-methylazetidin-1-yl)-6,7-dihydro-5H-cyclopenta[d]pyrimidin-4-yl)phenyl)thietane 1,1-dioxide